CN([C@H]1CN(CC1)CC=1C=C(C=C(C1)C(F)(F)F)NC(=O)C1=CSC=2CN(CCC21)C(=O)C2=CN=C1N2C=CC=C1)C (R)-N-(3-((3-(Dimethylamino)pyrrolidin-1-yl)methyl)-5-(trifluoromethyl)phenyl)-6-(imidazo[1,2-a]pyridin-3-carbonyl)-4,5,6,7-tetrahydrothieno[2,3-c]pyridin-3-carboxamid